C(C([2H])([2H])[2H])N1C2=C(OC3=C(C1=O)C=C(C=C3)[N+](=O)[O-])C=CC=C2 10-(ethyl-2,2,2-d3)-2-nitrodibenzo[b,f][1,4]oxazepin-11(10H)-one